ClC1=C(C=NN(C1=O)[C@@H](C(=O)OCC)C)F |r| (rac)-ethyl 2-(5-chloro-4-fluoro-6-oxo-pyridazin-1-yl)propanoate